C(C)OC=1N=CC2=C(N1)NC=C2C=2C=C(C1=C(N(C(=N1)C)C(C)C)C2)F 2-ethoxy-5-(4-fluoro-1-isopropyl-2-methyl-1H-benzo[d]imidazol-6-yl)-7H-pyrrolo[2,3-d]pyrimidine